CN1[C@@H](CCC1)COC1=NN2C(C(=N1)N1C[C@@H](NCC1)CC#N)=NC=C2CC2=CC=CC1=CC=CC=C21 2-((S)-4-(2-(((S)-1-methylpyrrolidin-2-yl)methoxy)-7-(naphthalen-1-ylmethyl)imidazo[2,1-f][1,2,4]triazin-4-yl)piperazin-2-yl)acetonitrile